2-(7-aminohept-1-yn-1-yl)-5-(3-aminopropanamido)benzoic acid NCCCCCC#CC1=C(C(=O)O)C=C(C=C1)NC(CCN)=O